C(C)C1=CC=CC(=N1)C1=NNC=C1C=1N=C2C=C(C=NC2=CC1)C1=NN(C=C1)CCNC 2-(3-(6-(3-(6-ethylpyridin-2-yl)-1H-pyrazol-4-yl)-1,5-naphthyridin-3-yl)-1H-pyrazol-1-yl)-N-methylethan-1-amine